(Z)-6-(2-(2-chloro-3-hydroxyphenyl)-1-fluorovinyl)-4-methoxynicotinaldehyde ClC1=C(C=CC=C1O)\C=C(/F)\C1=NC=C(C=O)C(=C1)OC